CN([C@@H]1CN(C[C@H]1C(NCCCCCCCCCCCCCC)=O)C(=O)C1=CC=C(C(=O)N2C[C@H]([C@@H](C2)C(=O)N[C@@H]2[C@H](C2)C2=CC=CC=C2)C(=O)N[C@@H]2[C@H](C2)C2=CC=CC=C2)C=C1)[C@H](C)C1=CC=CC=C1 (3S,4S)-1-(4-((3S,4R)-3-(methyl((R)-1-phenylethyl)amino)-4-(tetradecylcarbamoyl)pyrrolidine-1-carbonyl)benzoyl)-N3,N4-bis((1S,2R)-2-phenylcyclopropyl)pyrrolidine-3,4-dicarboxamide